(cyclopropanecarbonyl)-4-(4-methoxy-7H-pyrrolo[2,3-d]pyrimidin-7-yl)pyrrolidin C1(CC1)C(=O)N1CCC(C1)N1C=CC2=C1N=CN=C2OC